CC1(COCC=2NC(=NC21)OC(C2=C(C=C(C=C2)C)C)=O)C 7,7-dimethyl-3,4,6,7-tetrahydropyrano[3,4-d]imidazol-2-yl-2,4-dimethylbenzoate